FC1=C(C=C(C=C1)O)NC(CC(OC)OC)=O N-(2-fluoro-5-hydroxyphenyl)-3,3-dimethoxypropionamide